4-benzoyl-5-phenyl-1,3-dioxolan-2-one C(C1=CC=CC=C1)(=O)C1OC(OC1C1=CC=CC=C1)=O